ClC1=NN(C=C1C1=NC=CC(=N1)NC=1N=CC2=C(C=C(C(=C2C1)C(C)C)F)N1CC(C1)NS(=O)(=O)C)C N-(1-(3-((2-(3-Chloro-1-methyl-1H-pyrazol-4-yl)pyrimidin-4-yl)amino)-6-fluoro-5-isopropylisoquinolin-8-yl)azetidin-3-yl)methanesulfonamide